CC1=C(C=C(C(N1C1=CC(=CC=C1)C(F)(F)F)=O)C(=O)NCC1=NC=C(C=C1)S(=O)(=O)C)C1=CC=NN1C 6-methyl-5-(1-methyl-1H-pyrazol-5-yl)-N-{[5-(methylsulfonyl)pyridin-2-yl]methyl}-2-oxo-1-[3-(trifluoromethyl)phenyl]-1,2-dihydropyridine-3-carboxamide